OCCN1N=CC(=C1)NC1=NC=C2C(=N1)N(C(N(C2)[C@H]2CCN(C1=C(C=CC=C21)OC)C(=O)OC(C)(C)C)=O)C |o1:19| tert-butyl rel-(4S)-4-[7-[[1-(2-hydroxyethyl)pyrazol-4-yl]amino]-1-methyl-2-oxo-4H-pyrimido[4,5-d]pyrimidin-3-yl]-8-methoxy-3,4-dihydro-2H-quinoline-1-carboxylate